C(=O)O.N1C(CNCC1)C(=O)O piperazine-2-carboxylic acid, formate salt